2-(3-(5-cyano-6-oxo-1,6-dihydropyridin-3-yl)-4,4-difluoropiperidin-1-yl)-N-(5-(4-fluorophenoxy)pyrazin-2-yl)propionamide C(#N)C1=CC(=CNC1=O)C1CN(CCC1(F)F)C(C(=O)NC1=NC=C(N=C1)OC1=CC=C(C=C1)F)C